but-2-yn CC#CC